N,N'-bis(2,2,6,6-tetramethyl-4-piperidyl)-1,6-hexanediamine CC1(NC(CC(C1)NCCCCCCNC1CC(NC(C1)(C)C)(C)C)(C)C)C